1-Ethyl 5-(2,2-dimethylmorpholin-4-yl)pyrazolo[1,5-a]pyrimidine-3-carboxylate CC1(CN(CCO1)C1=NC=2N(C=C1)N=CC2C(=O)OCC)C